CC1=C(CC2OCCO2)C(=CC(=C1)C)C 2-(2,4,6-trimethylbenzyl)-1,3-dioxolane